platinum (II) dimethylphosphonate COP(OC)=O.[Pt+2]